Neodecanoic Acid Chloride C(CCCCCC(C)(C)C)(=O)Cl